7-(2-chloro-6-nitro-phenyl)-7-azaspiro[3.5]nonane ClC1=C(C(=CC=C1)[N+](=O)[O-])N1CCC2(CCC2)CC1